3-(3-chloro-4-methylphenyl)-N-((5-(2,6-dioxopiperidin-3-yl)-4-oxo-5,6-dihydro-4H-thieno[3,4-c]pyrrol-1-yl)methyl)propenamide ClC=1C=C(C=CC1C)C=CC(=O)NCC=1SC=C2C1CN(C2=O)C2C(NC(CC2)=O)=O